C(C)C1(CCC=2C1=NC(=CC2)NC2=NC(=NC=C2C#N)NC2=CC(=C(C=C2)N2CCN(CC2)C)C)O 4-[(7-ethyl-7-hydroxy-5,6-dihydrocyclopenta[b]pyridin-2-yl)amino]-2-[3-methyl-4-(4-methylpiperazin-1-yl)anilino]pyrimidine-5-carbonitrile